((6-(difluoromethoxy)-2-(2,2'-dimethyl-3'-(6-(pyrrolidin-1-ylmethyl)-[1,2,4]triazolo[1,5-a]pyridin-2-yl)-[1,1'-biphenyl]-3-yl)benzo[d]oxazol-5-yl)methyl)-L-proline FC(OC1=CC2=C(N=C(O2)C=2C(=C(C=CC2)C2=C(C(=CC=C2)C2=NN3C(C=CC(=C3)CN3CCCC3)=N2)C)C)C=C1CN1[C@@H](CCC1)C(=O)O)F